BrC=1C=NC=2CN(CCC2C1)C(=O)OC(C)(C)C tert-butyl 3-bromo-5,8-dihydro-1,7-naphthyridine-7(6H)-carboxylate